C(C1=CC=CC=C1)N1CCC(CC1)(C#N)O benzyl-4-hydroxy-piperidine-4-carbonitrile